1,2-bis(2-isocyanatoethoxy)ethane N(=C=O)CCOCCOCCN=C=O